6-(1-ethyl-1H-pyrazol-4-yl)-N-(5-((3R,4S)-3-(2-hydroxypropan-2-yl)-4-methoxypyrrolidin-1-yl)-2-(trifluoromethyl)pyridin-3-yl)picolinamide C(C)N1N=CC(=C1)C1=CC=CC(=N1)C(=O)NC=1C(=NC=C(C1)N1C[C@H]([C@@H](C1)OC)C(C)(C)O)C(F)(F)F